1-hexadecanoyl-2-(5Z,8Z,11Z-eicosatrienoyl)-sn-glycero-3-phosphocholine CCCCCCCCCCCCCCCC(=O)OC[C@H](COP(=O)([O-])OCC[N+](C)(C)C)OC(=O)CCC/C=C\C/C=C\C/C=C\CCCCCCCC